ClC=1C=C(C(=NC1)C)NC(\C=C\C1=CC2=C(N(C(N2)=O)C)C=C1F)=O (E)-N-(5-chloro-2-methylpyridin-3-yl)-3-(6-fluoro-1-methyl-2-oxo-2,3-dihydro-1H-benzo[d]imidazol-5-yl)acrylamide